N-(3-Ethynylphenyl)-6,7-bis(2-methoxyethoxy)-4-quinazolinamine Monohydrochloride Cl.C(#C)C=1C=C(C=CC1)NC1=NC=NC2=CC(=C(C=C12)OCCOC)OCCOC